C(C1=CC=CC=C1)N1C(N(SC1=O)CCCCN1CCN(CC1)C1=CC=CC=C1)=O benzyl-2-(4-(4-phenylpiperazin-1-yl)butyl)-1,2,4-thiadiazolidine-3,5-dione